2-(((1r,4r)-4-(((6-fluoropyridin-3-yl)(phenyl)carbamoyloxy)methyl)cyclohexyl)methoxy)acetic acid FC1=CC=C(C=N1)N(C(=O)OCC1CCC(CC1)COCC(=O)O)C1=CC=CC=C1